ClC=1C=NC(=NC1)[C@H]([C@H](C)S(=O)(=O)NC1=NN=C(N1C1=C(C=CC=C1OC)OC)CC)OC (1R,2S)-1-(5-chloropyrimidin-2-yl)-N-(4-(2,6-dimethoxyphenyl)-5-ethyl-4H-1,2,4-triazol-3-yl)-1-methoxypropane-2-sulfonamide